COC(C(/C(/C(=O)OC)=C/C1=CSC2=NC=CC=C21)=O)OC methyl (Z)-4,4-dimethoxy-3-oxo-2-(thieno[2,3-b]pyridin-3-ylmethylene)butanoate